2,5-bis((benzyloxy)methyl)-1-(tert-butoxycarbonyl)pyrrolidine-2,5-dicarboxylic acid C(C1=CC=CC=C1)OCC1(N(C(CC1)(C(=O)O)COCC1=CC=CC=C1)C(=O)OC(C)(C)C)C(=O)O